CIS-2-HEXENE C\C=C/CCC